C1(=CC=CC=C1)NC(NC=1C=C(C=CC1)CC(=O)[O-])=O 3-(3-phenylureido)-phenylacetate